6-(4-chlorophenyl)-2-(1-cyclobutyl-1H-pyrazol-4-yl)-3-oxo-N-(1,1,1-trifluoro-3-hydroxypropan-2-yl)-2,3-dihydropyridazine-4-carboxamide ClC1=CC=C(C=C1)C=1C=C(C(N(N1)C=1C=NN(C1)C1CCC1)=O)C(=O)NC(C(F)(F)F)CO